2-isopropyl-2-oxazolin C(C)(C)C=1OCCN1